FC(C(=O)[O-])(F)F.C(=O)(O)[C@H](CCCCNC(=O)C=1C=CC(=NC1)[N+](C)(C)C)NC(=O)N[C@@H](CCC(=O)O)C(=O)O 5-((S)-5-carboxy-5-(3-((S)-1,3-dicarboxy-propyl)ureido)pentylcarbamoyl)-N,N,N-trimethylpyridin-2-aminium 2,2,2-trifluoro-acetate